O[C@H]1[C@H]2[C@@H]([C@@H](O[C@H]1OC1=CC=C3C(=CC(OC3=C1)=O)C)C)OC(O2)C2=CC=C(C=C2)OC 7-(((3aR,4S,6S,7S,7aS)-7-hydroxy-2-(4-methoxyphenyl)-4-methyltetrahydro-3aH-[1,3]dioxolo[4,5-c]pyran-6-yl)oxy)-4-methyl-2H-chromen-2-one